ClC1=C(C=C(C=N1)C=1C=NN(C1)C1=C(C(=NN1C)OS(=O)(=O)C(C(C(C(F)(F)F)(F)F)(F)F)(F)F)C(F)(F)F)C(NC1CC1)=O [5-[4-[6-chloro-5-(cyclopropylcarbamoyl)-3-pyridyl]pyrazol-1-yl]-1-methyl-4-(trifluoromethyl)pyrazol-3-yl]1,1,2,2,3,3,4,4,4-nonafluorobutane-1-sulfonate